BrC1=CC=C(C=C1)C=1N=C2N(C=CC=C2)C1CN1CC2C(C1)CN(C2)C(=O)NCC2=C(C=CC=C2F)F 5-{[2-(4-bromophenyl)imidazo[1,2-a]pyridin-3-yl]methyl}-N-(2,6-difluorobenzyl)hexahydropyrrolo[3,4-c]pyrrole-2(1H)-carboxamide